tert-butyl 8-(8-fluoro-6-methoxycarbonyl-3,4-dihydro-1H-isoquinolin-2-yl)-5-oxa-2-azaspiro[3.5]nonane-2-carboxylate FC=1C=C(C=C2CCN(CC12)C1CCOC2(CN(C2)C(=O)OC(C)(C)C)C1)C(=O)OC